FC(C1=CC=C(C=C1)C1CCN(CC1)C(=O)C1=CC(=CC=C1)C1(COC1)OC)F (4-(4-(difluoromethyl)phenyl)piperidin-1-yl)(3-(3-methoxyoxetan-3-yl)phenyl)methanone